7'-(2-(3,5-diphenylpyrazin-2-yl)phenyl)spiro[cyclohexane-1,9'-fluorene]-2'-carbonitrile C1(=CC=CC=C1)C=1C(=NC=C(N1)C1=CC=CC=C1)C1=C(C=CC=C1)C1=CC=C2C=3C=CC(=CC3C3(C2=C1)CCCCC3)C#N